butyl (R)-7-((S)-1-(benzyloxy)-3-methyl-1-oxobutan-2-yl)-2,7-diazaspiro[4.4]nonane-2-carboxylate C(C1=CC=CC=C1)OC([C@H](C(C)C)N1C[C@]2(CCN(C2)C(=O)OCCCC)CC1)=O